[6-(trifluoromethyl)-3-pyridyl]methanone FC(C1=CC=C(C=N1)C=O)(F)F